4-oxo-1,4-dihydroquinoline-3-carboxylic acid methyl ester COC(=O)C1=CNC2=CC=CC=C2C1=O